4-benzyl-N-(1H-indol-3-yl)-3-oxo-3,4-dihydro-2H-benzo[b][1,4]oxazine-7-carboxamide C(C1=CC=CC=C1)N1C2=C(OCC1=O)C=C(C=C2)C(=O)NC2=CNC1=CC=CC=C21